bis(2,5-dimethyl-4-hydroxyphenyl)-2-hydroxyphenylmethane CC1=C(C=C(C(=C1)O)C)C(C1=C(C=CC=C1)O)C1=C(C=C(C(=C1)C)O)C